FC(C(C(C(F)(F)F)(F)F)(F)F)(S(=O)(=O)[N-]S(=O)(=O)C(C(C(C(F)(F)F)(F)F)(F)F)(F)F)F.[Na+] sodium bis((perfluorobutyl)sulfonyl)amide